2-(4-((2-oxopyrrolidin-1-yl)methyl)piperidine-1-yl)-5-(1H-pyrazol-4-yl)benzonitrile O=C1N(CCC1)CC1CCN(CC1)C1=C(C#N)C=C(C=C1)C=1C=NNC1